di-isononyl-cyclohexanoate C(CCCCCC(C)C)C1(CCC(CC1)C(=O)[O-])CCCCCCC(C)C